C(C)OC(CN1N=C(C2=C(C1=O)SC(=C2)C=CC)C(C)C)=O 2-[7-oxo-2-(prop-1-en-1-yl)-4-(prop-2-yl)-6H,7H-thieno[2,3-d]pyridazin-6-yl]acetic acid ethyl ester